[Si](C1=CC=CC=C1)(C1=CC=CC=C1)(C(C)(C)C)OCCCCOC=1C(=[N+](C=CN1)[O-])C 3-(4-((tert-butyldiphenylsilyl)oxy)butoxy)-2-methylpyrazine 1-oxide